FC=1C=C2C(=CC=NC2=CC1)C1CCC(CC1)C(C)C1=CC(=NN1)N 5-(1-((1S,4S)-4-(6-fluoroquinolin-4-yl)cyclohexyl)ethyl)-1H-pyrazol-3-ylamine